2-chloro-4-[([4-[1-methyl-4-(trifluoromethyl)-1H-imidazol-2-yl]phenyl]methyl)amino]pyrimidin-5-ol ClC1=NC=C(C(=N1)NCC1=CC=C(C=C1)C=1N(C=C(N1)C(F)(F)F)C)O